3-Bromo-N-(2-(4-fluoro-1H-pyrazol-3-yl)propan-2-yl)propionamide BrCCC(=O)NC(C)(C)C1=NNC=C1F